C(C)(C)(C)OC(=O)N1[C@@H](COCC1)C=1C=C(C=C2CCN(CC12)C1CCN(CC1)C)Cl (R)-3-(6-chloro-2-(1-methylpiperidin-4-yl)-1,2,3,4-tetrahydroisoquinolin-8-yl)morpholine-4-carboxylic acid tert-butyl ester